NC=1C=C(C=C(C1)C(F)(F)F)[C@@H](C)NC1=NC(=NC2=C3C(=C(C=C12)NC=1OCCN1)CCC3)C (R)-N4-(1-(3-amino-5-(trifluoromethyl)phenyl)ethyl)-N6-(4,5-dihydrooxazol-2-yl)-2-methyl-8,9-dihydro-7H-cyclopenta[h]quinazoline-4,6-diamine